C(C1=CC=CC=C1)OC=1C2=C(N=C(N1)S(=O)(=O)C)CC1(OC2)CCCC2=CC=C(C=C21)NC(OC(C)(C)C)=O tert-Butyl (4'-(benzyloxy)-2'-(methylsulfonyl)-3,4,5',8'-tetrahydro-2H-spiro[naphthalene-1,7'-pyrano[4,3-d]pyrimidin]-7-yl)carbamate